tri-sec-butoxymono(ethoxyacetoacetyl)zirconium C(C)(CC)O[Zr](C(CC(=O)COCC)=O)(OC(C)CC)OC(C)CC